((1R,5S,6S)-3-(6-(phenylamino)pyridinyloxy)-3-azabicyclo[3.1.0]hex-6-yl)benzamide C1(=CC=CC=C1)NC1=CC=CC(=N1)ON1C[C@@H]2C([C@@H]2C1)C1=C(C(=O)N)C=CC=C1